C(C=C)N1CCCC1 1-allyl-pyrrolidin